3-(4-(dihexylamino)-3-fluorophenyl)-2,6-dimethylpyrimidin-4(3H)-one p-toluenesulfonate CC1=CC=C(C=C1)S(=O)(=O)O.C(CCCCC)N(C1=C(C=C(C=C1)N1C(=NC(=CC1=O)C)C)F)CCCCCC